3-tert-butyl-9,10-di-2-naphthylanthracene C(C)(C)(C)C=1C=CC2=C(C3=CC=CC=C3C(=C2C1)C1=CC2=CC=CC=C2C=C1)C1=CC2=CC=CC=C2C=C1